C1(CCCCC1)NC(=O)C1=CC=NC=2N1N=C(C2C(=O)N)COC N7-cyclohexyl-2-(methoxymethyl)pyrazolo[1,5-a]pyrimidine-3,7-dicarboxamide